C(#N)C1=CC=C(C=C1)C1=CC(=CC=C1OC)C(=O)N1C[C@@H](CCC1)NC(OC(C)(C)C)=O (R)-tert-butyl (1-(4'-cyano-6-methoxy-[1,1'-biphenyl]-3-carbonyl)piperidin-3-yl)carbamate